rel-2-((3R,4R)-4-(((6-(cyclobutyl(4-(difluoromethoxy)-2-fluorobenzyl)amino)-5-fluoropyrimidin-4-yl)amino)methyl)-3-hydroxypiperidin-1-yl)acetamide C1(CCC1)N(C1=C(C(=NC=N1)NC[C@@H]1[C@H](CN(CC1)CC(=O)N)O)F)CC1=C(C=C(C=C1)OC(F)F)F |o1:13,14|